C(=O)C1=C(C=CC=C1)C#CC1=C2C=C(N=CC2=C(N=C1)NC)C1(CC1)C(=O)N (5-((2-formylphenyl)ethynyl)-8-(methylamino)-2,7-naphthyridin-3-yl)cyclopropanecarboxamide